O=S1(CCC(CC1)CC(=O)OC[C@H]1O[C@@]([C@@H]([C@@H]1O)O)(C#N)C1=CC=C2C(=NC=NN21)N)=O ((2R,3S,4R,5R)-5-(4-aminopyrrolo[2,1-f][1,2,4]triazin-7-yl)-5-cyano-3,4-dihydroxytetrahydrofuran-2-yl)methyl 2-(1,1-dioxidotetrahydro-2H-thiopyran-4-yl)acetate